4-methylpiperidine-1-carboxylic acid benzyl ester C(C1=CC=CC=C1)OC(=O)N1CCC(CC1)C